ClC=1C=CC=C(C1)[N+](=O)[O-] 5-chloro-nitrobenzene